1-((2-(trimethylsilyl)ethoxy)methyl)-1H-pyrazole-4-carboxylic anhydride C[Si](CCOCN1N=CC(=C1)C(=O)OC(=O)C=1C=NN(C1)COCC[Si](C)(C)C)(C)C